4-bromo-1-isobutyl-triazole BrC=1N=NN(C1)CC(C)C